Allyl 3-chloro-4-(4-cyanobenzamido)benzoate ClC=1C=C(C(=O)OCC=C)C=CC1NC(C1=CC=C(C=C1)C#N)=O